2-(3-fluorobicyclo[1.1.1]pentan-1-yl)acetamide FC12CC(C1)(C2)CC(=O)N